C(C)(C)(C)C=1N=C(SC1N1C=NC=C1)NC(C1=CC(=C(C=C1)O)OC)=O N-(4-tert-butyl-5-(1H-imidazol-1-yl)thiazol-2-yl)-4-hydroxy-3-methoxybenzamide